BrC1=C(C=CC=C1)C1CC(C2=CC=CC=C12)=O 3-(2-bromophenyl)-indan-1-one